methyl 4-((2,4-bis(benzyloxy)-N-(4-(benzyloxy)phenyl)-5-isopropylbenzamido)methyl)benzoate C(C1=CC=CC=C1)OC1=C(C(=O)N(C2=CC=C(C=C2)OCC2=CC=CC=C2)CC2=CC=C(C(=O)OC)C=C2)C=C(C(=C1)OCC1=CC=CC=C1)C(C)C